(3aS,4R,6aR)-4-(cyclopropylamino)-1-(7,8-dihydrofuro[3,2-e][1,3]benzothiazol-2-yl)hexahydrocyclopenta[d]imidazol-2(1H)-one C1(CC1)N[C@@H]1CC[C@H]2N(C(N[C@H]21)=O)C=2SC1=C(N2)C2=C(C=C1)OCC2